4-(N-(3-chlorophenyl)sulfamoyl)-N-(4-(pyridin-2-yl)thiazol-2-yl)benzamide ClC=1C=C(C=CC1)NS(=O)(=O)C1=CC=C(C(=O)NC=2SC=C(N2)C2=NC=CC=C2)C=C1